Cl.Cl.FC([C@@H]1NCCNC1)F (2R)-2-(Difluoromethyl)piperazine dihydrochloride